(1S,6S)-2,2-difluoro-7-((R)-1-phenylethyl)-7-azabicyclo[4.1.0]heptane FC1([C@H]2N([C@H]2CCC1)[C@H](C)C1=CC=CC=C1)F